Heptachlorobiphenyl C1=CC(=C(C(=C1)Cl)Cl)C2=C(C(=C(C(=C2Cl)Cl)Cl)Cl)Cl